1-((3S,4R,5R,6R)-6-(aminomethyl)-2,4,5-trihydroxytetrahydro-2H-pyran-3-yl)guanidine NC[C@@H]1[C@@H]([C@@H]([C@@H](C(O1)O)NC(=N)N)O)O